isopropyl naphthalate C1(=CC=CC2=CC=CC=C12)C(=O)OC(C)C